(1-(6-methoxypyridin-3-yl)ethyl)-1,3,4-thiadiazole-2-carboxamide COC1=CC=C(C=N1)C(C)C1=NN=C(S1)C(=O)N